C(C1=CC=CC=C1)OC1=C(C(=CC=C1Cl)Cl)C=1C(N(N=C(C1O)C1CC1)C)=O 4-(2-benzyloxy-3,6-dichloro-phenyl)-6-cyclopropyl-5-hydroxy-2-methyl-pyridazin-3-one